(R)-4-(6-amino-4-methyl-pyridin-3-yl)-2-methoxymethyl-piperazine-1-carboxylic acid tert-butyl ester C(C)(C)(C)OC(=O)N1[C@H](CN(CC1)C=1C=NC(=CC1C)N)COC